(4-(trifluoromethyl)-1H-indazol-1-yl)propanamide FC(C1=C2C=NN(C2=CC=C1)C(C(=O)N)C)(F)F